ClC1=CC(=C2C(=N1)C(=CS2)C=O)N2[C@@H](COCC2)C (R)-5-chloro-7-(3-methylmorpholino)thieno[3,2-b]Pyridine-3-carbaldehyde